3-[5-(Trifluoromethyl)-3-pyridinyl]prop-2-yn-1-ol FC(C=1C=C(C=NC1)C#CCO)(F)F